ClC1=NC(=CC2=C1N=CN=C2NCC(C)(C)C)NC(OC(C)(C)C)=O Tert-butyl [8-chloro-4-(neopentylamino)pyrido[3,4-d]pyrimidin-6-yl]carbamate